C(C)(C)(C)OC(N[C@@H](C(=O)NCC1=C(C=CC=C1)F)C)=O (R)-(1-((2-fluorobenzyl)amino)-1-oxopropan-2-yl)carbamic acid tert-butyl ester